CC1=NC=CC(=C1)C1=NNC2=NC(=CC=C21)NC(=O)N[C@H](C)C2=CC=CC=C2 |r| (R) and (S)-1-(3-(2-methylpyridin-4-yl)-1H-pyrazolo[3,4-b]pyridin-6-yl)-3-(1-phenylethyl)urea